1-((2-(2,6-dioxopiperidin-3-yl)-1-oxoisoindolin-5-yl)methyl)-3-(4-(((1S,3S)-3-(hydroxymethyl)cyclopentyl)methoxy)phenyl)urea O=C1NC(CCC1N1C(C2=CC=C(C=C2C1)CNC(=O)NC1=CC=C(C=C1)OC[C@@H]1C[C@H](CC1)CO)=O)=O